BrC1=CC=CC=2C=3N(C(=NC12)N[C@@H]1C(NCCCC1)=O)N=C(N3)C=3C=NN(C3)C (3S)-3-{[7-bromo-2-(1-methyl-1H-pyrazol-4-yl)[1,2,4]triazolo[1,5-c]quinazolin-5-yl]amino}azepan-2-one